[Si](C)(C)(C(C)(C)C)OC[C@H](OC=1C=2N(C=C(C1)C=1N=NN(C1C)C1CCN(CC1)C(=O)OC(C)(C)C)N=CC2)C2=NC=CC=C2.C2(=CC=C(C=C2)N)N p-Phenylenediamine tert-butyl 4-(4-{4-[(1R)-2-[(tert-butyldimethylsilyl)oxy]-1-(pyridin-2-yl)ethoxy]pyrazolo[1,5-a]pyridin-6-yl}-5-methyl-1,2,3-triazol-1-yl)piperidine-1-carboxylate